(S)-1-(4-(2-(3-hydroxypyrrolidin-1-yl)-4-(trifluoromethyl)benzyl)piperazine-1-carbonyl)-1H-pyrazole-3-carboxylic acid O[C@@H]1CN(CC1)C1=C(CN2CCN(CC2)C(=O)N2N=C(C=C2)C(=O)O)C=CC(=C1)C(F)(F)F